N-((3,5-diisopropyl-1-(2,2,2-trifluoroethyl)-1H-pyrazol-4-yl)carbamoyl)-6,7-dihydro-5H-pyrazolo[5,1-b][1,3]oxazine-3-sulfonamide C(C)(C)C1=NN(C(=C1NC(=O)NS(=O)(=O)C=1C=NN2C1OCCC2)C(C)C)CC(F)(F)F